CC(C)(C)S(=O)/N=C(\C)/C=1C=C(C=C2C(C=C(OC12)N1CCSCC1)=O)C (NE)-2-methyl-N-[1-(6-methyl-4-oxo-2-thiomorpholino-chromen-8-yl)ethylidene]propane-2-sulfinamide